FC(F)(F)C1(C=CC=C1)[Zr]C1C=CC=C1 (trifluoromethyl-cyclopentadienyl)(cyclopentadienyl)zirconium